titanium anthracenedicarboxylic acid C=1(C(=CC=C2C=C3C=CC=CC3=CC12)C(=O)O)C(=O)O.[Ti]